NC1=NC=CC(=C1)CCNC([C@H](C)NC([C@@H](CCC1=CC=CC=C1)NC(OC(C)(C)C)=O)=O)=O tert-Butyl ((R)-1-(((S)-1-((2-(2-aminopyridin-4-yl)ethyl)amino)-1-oxopropan-2-yl)amino)-1-oxo-4-phenylbutan-2-yl)carbamate